N-(4-chloro-3-(5-methoxypyrimidin-2-yl)phenyl)-3-methyl-1-(5-methyl-1,3,4-oxadiazol-2-yl)-6-azabicyclo[3.1.1]heptane-6-carboxamide ClC1=C(C=C(C=C1)NC(=O)N1C2CC(CC1(C2)C=2OC(=NN2)C)C)C2=NC=C(C=N2)OC